1-[(3R)-3-[4-amino-3-(4-phenoxyphenyl)pyrazolo[3,4-d]pyrimidin-1-yl]-1-piperidyl]-2-(bromomethyl)prop-2-en-1-one NC1=C2C(=NC=N1)N(N=C2C2=CC=C(C=C2)OC2=CC=CC=C2)[C@H]2CN(CCC2)C(C(=C)CBr)=O